ClC1=C(C=CC=C1NC1=NC=CC=2C1=NC=CN2)C=2C(=C(C=CC2)C2=CC(=C(C(=C2)OC)CN[C@H]2CC(NC2)=O)F)C (S)-4-(((2''-chloro-3-fluoro-5-methoxy-2'-methyl-3''-(pyrido[3,4-b]pyrazin-5-ylamino)-[1,1':3',1''-terphenyl]-4-yl)methyl)amino)pyrrolidin-2-one